C1(=CC=CC=C1)NC=1C=CC=C2C1OC1=C2C=2C=CC=CC2C=C1 N-phenyl-benzo[b]naphtho[1,2-d]furan-8-amine